NC1=C(C=2C(=NC=C(C2S1)F)C=1C2=C(C=3C=NC(=NC3C1F)N1C[C@H]([C@@H](C1)NC(C([2H])([2H])[2H])C([2H])([2H])[2H])O)COC2)C#N 2-Amino-7-fluoro-4-(5-fluoro-3-((3R,4R)-3-hydroxy-4-((propan-2-yl-1,1,1,3,3,3-d6)amino)pyrrolidin-1-yl)-7,9-dihydrofuro[3,4-f]quinazolin-6-yl)thieno[3,2-c]pyridine-3-carbonitrile